(7R)-4-(2-chloro-4-fluorophenyl)-7-(4-methyl-1,3-thiazol-5-yl)-2-(2-(2-propenoyl)-2,6-diazaspiro[3.4]octan-6-yl)-7,8-dihydro-5H-pyrano[4,3-b]pyridine-3-carbonitrile ClC1=C(C=CC(=C1)F)C1=C2C(=NC(=C1C#N)N1CC3(CN(C3)C(C=C)=O)CC1)C[C@@H](OC2)C2=C(N=CS2)C